N,N-Dimethyl-3-nonyldocosa-13,16-dien-1-amin CN(CCC(CCCCCCCCCC=CCC=CCCCCC)CCCCCCCCC)C